OC(CC1=NSC(=N1)NC(=O)C1=C(OC(=C1)C1=CC(=CC=C1)OC)C(F)(F)F)C N-(3-(2-hydroxypropyl)-1,2,4-thiadiazol-5-yl)-5-(3-methoxyphenyl)-2-(trifluoromethyl)furan-3-carboxamide